5-(2-ethylhexyl)-8-(trifluoromethyl)benzo[c][1,5]naphthyridin-6(5H)-one C(C)C(CN1C(C2=C(C3=NC=CC=C13)C=CC(=C2)C(F)(F)F)=O)CCCC